C(C=C)(=O)NC=1C(=NC=C(C1)N1CCN(CC1)CCC(F)(F)F)C(=O)NC1=CC(=NN1)CCC1=CC(=CC(=C1)OC)OC 3-acrylamido-N-(3-(3,5-dimethoxyphenethyl)-1H-pyrazol-5-yl)-5-(4-(3,3,3-trifluoropropyl)piperazin-1-yl)pyridinamide